O=C1NC(CCC1N1C(C2=CC=CC(=C2C1=O)OC(C)C=1N=NN(C1)CCCCCCCCCN1CCN(CC1)C1=CC=C(C=C1)N1C[C@H](CCC1)OC1=C(N=NC(=C1)C1=C(C=CC=C1)O)N)=O)=O |r| 2-(2,6-dioxo-3-piperidyl)-4-[1-[1-[9-[4-[4-[rac-(3S)-3-[3-amino-6-(2-hydroxyphenyl)pyridazin-4-yl]oxy-1-piperidyl]phenyl]piperazin-1-yl]nonyl]triazol-4-yl]ethoxy]isoindoline-1,3-dione